C(C)(C)(C)OC(=O)N1C(CC(CC1)C(=O)NNC=1CC(CN1)C1=C(C(=CC=C1OCC=C)Cl)Cl)(C)C 4-(2-(3-(6-(allyloxy)-2,3-dichlorophenyl)-3,4-dihydro-2H-pyrrol-5-yl)hydrazine-1-carbonyl)-2,2-dimethylpiperidine-1-carboxylic acid tert-butyl ester